BrCC([C@H](C1CCC(CC1)(F)F)NC(OCC1=CC=CC=C1)=O)=O benzyl N-[(1S)-3-bromo-1-(4,4-difluorocyclohexyl)-2-oxopropyl]-carbamate